2-isocyanatopropyl 2-methylacrylate CC(C(=O)OCC(C)N=C=O)=C